5-(2-(4-(1-acryloylazetidin-3-yl)piperazin-1-yl)-2-oxoethylamino)-2-chloro-4-methoxybenzaldehyde C(C=C)(=O)N1CC(C1)N1CCN(CC1)C(CNC=1C(=CC(=C(C=O)C1)Cl)OC)=O